5-(2,6-difluoro-4-methoxyphenyl)-2-(4-fluorophenyl)-1-methyl-3-oxo-2,3-dihydro-1H-pyrazol FC1=C(C(=CC(=C1)OC)F)C1=CC(N(N1C)C1=CC=C(C=C1)F)=O